C(C1=CC=CC=C1)N1CCC=2C=CN=C(C2C1)O 7-benzyl-6,8-dihydro-5H-2,7-naphthyridin-1-ol